C(C)(C)(C)N(C(O)=O)C(C)(C)C1=CC=C(C=C1)N.ClC1=C(C=CC=C1)CC(=O)NC1=CC(=NC=C1)N(C(C)=O)C1=CC(=CC(=C1)F)C#N N-{4-[2-(2-chlorophenyl)acetylamino]pyridin-2-yl}-N-(3-cyano-5-fluorophenyl)acetamide tert-butyl-(2-(4-aminophenyl)propan-2-yl)carbamate